FC(C1=NC=CC(=C1)N1CC(C1)CC(=O)N1CC=2N=C(C=3CCCCC3C2C1)C)F 2-[1-(2-Difluoromethyl-pyridin-4-yl)-azetidin-3-yl]-1-(5-methyl-1,3,6,7,8,9-hexahydro-pyrrolo[3,4-c]isoquinolin-2-yl)-ethanone